tert-butyl 2-({7-[(2,6-dioxopiperidin-3-yl)carbamoyl]-2-(trifluoromethyl)thieno[3,4-b]pyridin-4-yl}oxy)acetate O=C1NC(CCC1NC(=O)C=1SC=C2C1N=C(C=C2OCC(=O)OC(C)(C)C)C(F)(F)F)=O